[(2R,5S)-4-[(4-methoxyphenyl)methyl]-6-methylmorpholin-2-yl]methanol COC1=CC=C(C=C1)CN1C[C@@H](OC(C1)C)CO